titanium isopropoxide triisostearate C(CCCCCCCCCCCCCCC(C)C)(=O)[O-].C(CCCCCCCCCCCCCCC(C)C)(=O)[O-].C(CCCCCCCCCCCCCCC(C)C)(=O)[O-].CC([O-])C.[Ti+4]